R-oxol O1C=CC=C1